N-(2,2-difluoroethyl)-5-(5-(2-(piperazin-1-yl)isonicotinamido)-1H-pyrrolo[2,3-b]pyridin-3-yl)pyrazolo[1,5-a]pyridine-3-carboxamide FC(CNC(=O)C=1C=NN2C1C=C(C=C2)C2=CNC1=NC=C(C=C12)NC(C1=CC(=NC=C1)N1CCNCC1)=O)F